6-methyl-4H,5H,6H,7H-pyrazolo[1,5-a]pyrazine-5-carboxylate CC1N(CC=2N(C1)N=CC2)C(=O)[O-]